NC1CC(NC2=CC=CC=C12)=O 4-aminodihydroquinolinone